(5S,8R)-1-[(6-chloro-3-pyridinyl)methyl]2,3,5,6,7,8-hexahydro-9-nitro-5,8-Epoxy-1H-imidazo[1,2-a]azepine ClC1=CC=C(C=N1)CN1CCN2C1=C([C@H]1CC[C@@H]2O1)[N+](=O)[O-]